4-((2S,4S)-1-((5-methoxy-7-methyl-1H-indol-4-yl)methyl)-4-(4-(trifluoromethyl)-1H-pyrazol-1-yl)piperidin-2-yl)benzoic acid COC=1C(=C2C=CNC2=C(C1)C)CN1[C@@H](C[C@H](CC1)N1N=CC(=C1)C(F)(F)F)C1=CC=C(C(=O)O)C=C1